7-bromo-2-methyl-1(2H)-isoquinolinone BrC1=CC=C2C=CN(C(C2=C1)=O)C